N-(2-(4-Cyanopiperidin-1-yl)-6-methylpyrimidin-4-yl)-4-((2-hydroxyethyl)sulfonamido)-2-(6-azaspiro[2.5]octan-6-yl)benzamide C(#N)C1CCN(CC1)C1=NC(=CC(=N1)NC(C1=C(C=C(C=C1)NS(=O)(=O)CCO)N1CCC2(CC2)CC1)=O)C